9-(4-(Fluoro(1-(3-fluoropropyl)azetidin-3-yl)methyl)phenyl)-8-(2-fluoro-4-methylphenyl)-6,7-dihydro-5H-benzo[7]annulen FC(C1=CC=C(C=C1)C1=C(CCCC2=C1C=CC=C2)C2=C(C=C(C=C2)C)F)C2CN(C2)CCCF